The molecule is a L-arginine derivative. It has a role as an EC 3.4.21.26 (prolyl oligopeptidase) inhibitor. It derives from an ADP-D-ribose. It is a conjugate acid of a N(omega)-(ADP-D-ribosyl)-L-arginine(1-). C1=NC(=C2C(=N1)N(C=N2)[C@H]3[C@@H]([C@@H]([C@H](O3)COP(=O)(O)OP(=O)(O)OC[C@@H]4[C@H]([C@H]([C@H](O4)NC(=NCCC[C@@H](C(=O)O)N)N)O)O)O)O)N